triethylmalate C(C)C(C(C(=O)[O-])(O)CC)(C(=O)[O-])CC